[1-[4-[methyl(tetra-hydropyran-4-yl)amino]-5-oxido-6,7-dihydro-thieno[3,2-d]pyrimidin-5-ium-2-yl]azetidin-3-yl] 3-methylisothiazole-5-carboxylate CC1=NSC(=C1)C(=O)OC1CN(C1)C=1N=C(C2=C(N1)CC[S+]2[O-])N(C2CCOCC2)C